C(C)(C)(C)OC(=O)N1C[C@H](CCC1)NC(=O)C1=CC=C(C(=N1)C(=O)OC)B(O)O (S)-(6-((1-(tert-butoxycarbonyl)piperidin-3-yl)carbamoyl)-2-(methoxycarbonyl)pyridin-3-yl)boronic acid